cis-4-((5-(imidazo[1,2-a]pyridin-6-yl)-7H-pyrrolo[2,3-d]pyrimidin-2-yl)amino)-1-methylcyclohexan-1-ol N=1C=CN2C1C=CC(=C2)C2=CNC=1N=C(N=CC12)NC1CCC(CC1)(O)C